CC1=NC(=NO1)C1=CC=C2C=CN=C(C2=C1)NC=CC(=O)NC=1SC(=C(N1)C)C1(COC1)OCCC 3-[[7-(5-methyl-1,2,4-oxadiazol-3-yl)-1-isoquinolinyl]amino]-N-[4-methyl-5-(3-propoxyoxetan-3-yl)thiazol-2-yl]acrylamide